NN1C(=NC(=C1C(N)=O)C1=CC=C(C=C1)C(NC1=NC=CC(=C1)CC)=O)C1CC2(CN(C2)C(=O)OC(C)(C)C)C1 tert-butyl 6-(1-amino-5-carbamoyl-4-(4-((4-ethylpyridin-2-yl)carbamoyl)phenyl)-1H-imidazol-2-yl)-2-azaspiro[3.3]heptane-2-carboxylate